1-(3-methyl-2,4-dimethoxyphenyl)-3-(2',4'-dihydroxybenzeneYl)-propane CC=1C(=C(C=CC1OC)CCCC1=C(C=C(C=C1)O)O)OC